CC(CCCC(C)=O)CCCC(CCCC(C)C)C 6,10,14-Trimethyl-2-pentadecanone